C(C)OC=1N=C(SC1C)C1=CC(=C(C(=C1)F)N1CCC(CC1)CC(=O)O)F {1-[4-(4-ethoxy-5-methyl-thiazol-2-yl)-2,6-difluoro-phenyl]-piperidin-4-yl}acetic acid